ClC1=CN=C(C=C1C(=O)NC1=CC(=CC(=C1)C1=NNN=C1)Cl)N1S(CCC1)(=O)=O 5-chloro-N-(3-chloro-5-(2H-1,2,3-triazol-4-yl)phenyl)-2-(1,1-dioxidoisothiazolidin-2-yl)isonicotinamide